CC(C)CC(C#CCCCC)(O)C 2,4-dimethyl-5-decyne-4-ol